C(CCCCCCCC)OCOCCC=CCCO 6-hydroxy-3-hexenyl nonoxymethyl ether